2-(tert-butoxycarbonyl)-5-oxo-6-(thiazol-5-ylmethyl)-2,6-diazaspiro[3.4]octane-8-carboxylic acid C(C)(C)(C)OC(=O)N1CC2(C1)C(N(CC2C(=O)O)CC2=CN=CS2)=O